C(C)OC=C(C(=O)OC1=CC=CC=C1)C phenol ethoxymethacrylate